1-(3-cyanopropyl)-3-imidazolium C(#N)CCCN1C=[NH+]C=C1